N-{(5S)-8-chloro-1-[trans-4-(pyridin-2-yloxy)cyclohexyl]-5,6-dihydro-4H-[1,2,4]triazolo[4,3-a][1]benzazepin-5-yl}-2,2-dimethylpropionamide ClC=1C=CC2=C(C[C@@H](CC=3N2C(=NN3)[C@@H]3CC[C@H](CC3)OC3=NC=CC=C3)NC(C(C)(C)C)=O)C1